FC=1C(=NC(=NC1)C1=CNC2=NC=C(C=C21)F)NN2C(CCCC2)C(=O)O ((5-fluoro-2-(5-fluoro-1H-pyrrolo[2,3-b]pyridin-3-yl)pyrimidin-4-yl)amino)piperidine-2-carboxylic acid